FC1=C(C(=CC=C1)C)N1CCC(CC1)N1C(N(C=2C(C1)=CN(N2)C(C([2H])([2H])[2H])(C([2H])([2H])[2H])[2H])CC2=C(C=CC=C2)C(F)(F)F)=O 5-[1-(2-Fluoro-6-methyl-phenyl)-piperidin-4-yl]-2-([1,1,1,2,3,3,3-2H7]propan-2-yl)-7-(2-trifluoromethyl-benzyl)-2,4,5,7-tetrahydro-pyrazolo[3,4-d]pyrimidin-6-on